CN1C(=C(C=2C1=NC=CC2)C2=CC=CN2)C 5-(1,2-dimethyl-1H-pyrrolo[2,3-b]pyridin-3-yl)-1H-pyrrole